C(#N)C(CC1CCCC2=C1N=CS2)NC([C@H](CC2CC2)NC(=O)C=2NC1=CC=CC=C1C2)=O N-((2S)-1-((1-cyano-2-(4,5,6,7-tetrahydrobenzo[d]thiazol-4-yl)ethyl)amino)-3-cyclopropyl-1-oxopropan-2-yl)-1H-indole-2-carboxamide